[N-](S(=O)(=O)C(F)(F)C(F)(F)F)S(=O)(=O)C(F)(F)C(F)(F)F.C1(=CC=CC=C1)[P+](C1=CC=CC=C1)(C1=CC=CC=C1)C1=CC=CC=C1 tetraphenylphosphonium bis(perfluoroethanesulfonyl)imide salt